2-(4-((4-bromophenyl)(phenyl)amino)benzylidene)malononitrile BrC1=CC=C(C=C1)N(C1=CC=C(C=C(C#N)C#N)C=C1)C1=CC=CC=C1